ClC1=CC=C(C=C1)C(=C)C1=C(N)C=CC=C1 2-(1-(4-chlorophenyl)vinyl)aniline